C1C=NC2=CC=CC3=CC4=C(C1=C23)C=CC=C4 1H-3-azadibenzo[g,ij]naphthalene